C1C=C(N2C=CC=C12)C(=O)OC Methyl pyrrolizine-3-carboxylate